The molecule is an amino oligosaccharide that is a branched decasaccharide derivative comprised of a mannose residue to which is linked an N-acetylgalactosaminyl residue at O-2, a glucosyl residue at O-3 and a beta-D-QuiN4Fm-(1->4)-alpha-D-GalNAcAN-(1->4)-alpha-D-GalNAcAN-(1->3)-beta-D-QuiNAc tetrasaccharide chain at O-4, all linked to an [alpha-D-Glc-(1->2)]-alpha-D-Man-(1->5)-alpha-Kdo branched trisaccharide unit. It is an amino oligosaccharide and a galactosamine oligosaccharide. C[C@@H]1[C@H]([C@@H]([C@H]([C@@H](O1)O[C@@H]2[C@@H]([C@H]([C@H](O[C@@H]2C(=O)N)O[C@@H]3[C@@H]([C@H]([C@H](O[C@@H]3C(=O)N)O[C@@H]4[C@H]([C@@H](O[C@@H]([C@H]4O)C)O[C@@H]5[C@H](O[C@H]([C@H]([C@H]5O[C@@H]6[C@@H]([C@H]([C@@H]([C@H](O6)CO)O)O)O)O[C@@H]7[C@@H]([C@H]([C@H]([C@H](O7)CO)O)O)N)O[C@@H]8[C@H](O[C@@H]([C@H]([C@H]8O)O[C@H]9[C@@H]([C@H]([C@@H]([C@H](O9)CO)O)O)O)O[C@@H]1[C@@H](C[C@@](O[C@@H]1[C@@H](CO)O)(C(=O)O)O)O)CO)CO)NC(=O)C)NC(=O)C)O)NC(=O)C)O)O)O)NC=O